8-Bromo-10-methyl-2,3,5,6-tetrahydro-1H-pyrazino[1,2-a]quinolin-4(4aH)-one BrC=1C=C2CCC3N(C2=C(C1)C)CCNC3=O